N(=C=S)C1=CC(=C(C=C1)C#CC1=C(C=CC=C1)C1=CC=C(C=C1)C1CCC(CC1)CCCCC)C ((4-isothiocyanato-2-methylphenyl)ethynyl)-4'-(4-pentylcyclohexyl)-1,1'-biphenyl